COC1=C(CNC2=C(C(=O)O)C(=CC=N2)NC2=CC(=C3N(C2=O)C(NC3=O)(C)C)C)C=CC(=C1)OC ((2,4-dimethoxybenzyl)amino)-4-((3,3,8-trimethyl-1,5-dioxo-1,2,3,5-tetrahydroimidazo[1,5-a]pyridin-6-yl)amino)nicotinic acid